cobalt trichromate [Cr](=O)(=O)([O-])[O-].[Cr](=O)(=O)([O-])[O-].[Cr](=O)(=O)([O-])[O-].[Co+2].[Co+2].[Co+2]